Cl.Cl.FC1=C(C=CC=C1)CNCC1=CC=C(C=C1)C1=C2C(=NC=C1)NC=C2 2-Fluoro-N-[[4-(1H-pyrrolo[2,3-b]pyridin-4-yl)phenyl]methyl]benzenemethanamine dihydrochloride